N-(pyridin-3-ylmethyl)pyrazino[1',2':1,5]pyrazolo[4,3-c][2,6]naphthyridin-5-amine N1=CC(=CC=C1)CNC1=NC=2C(C3=CN=CC=C13)=NN1C2C=NC=C1